(E)-3-(3,4-dihydroxyphenyl)-N-((1-(3-(trifluoromethyl)benzyl)-1H-1,2,3-triazol-4-yl)methyl)acrylamide OC=1C=C(C=CC1O)/C=C/C(=O)NCC=1N=NN(C1)CC1=CC(=CC=C1)C(F)(F)F